FC=1C=C(CC=2C=C3C=CNC3=CC2)C=C(C1)F 5-(3,5-difluorobenzyl)-1H-indole